C(CCC)[C@H]1N(S(C2=C(N(C1)C1=CC=CC=C1)C=C1O[C@@H](C3=C(C1=C2)C=C(C=C3)C(=O)O)C(F)(F)F)(=O)=O)C (5S,10R)-10-butyl-11-methyl-8-phenyl-5-(trifluoromethyl)-8,9,10,11-tetrahydro-5H-benzo[3,4]chromeno[7,6-f][1,2,5]thiadiazepine-2-carboxylic acid 12,12-dioxide